FCCCN1C[C@H](CC1)OC1=CC=C(C=C1)C1=C(CCOC2=C1C=CC(=C2)O)C2=C(C=C(C=C2)OC)C 5-[4-[(3S)-1-(3-fluoropropyl)pyrrolidin-3-yl]oxyphenyl]-4-(4-methoxy-2-methyl-phenyl)-2,3-dihydro-1-benzoxepin-8-ol